ClC1=C(C(=O)NC2=C3C=NN(C3=CC=C2)C2=CC=C(C=C2)OC(F)(F)F)C=C(C=C1)CNC(COC)=O 2-Chloro-5-{[(methoxyacetyl)amino]methyl}-N-{1-[4-(trifluoromethoxy)phenyl]-1H-indazol-4-yl}benzamide